Cl.C1(CC1)CN1[C@H]2[C@@]3(CCC([C@H]4[C@@]3(C=3C(=C(C=CC3C2)O)O4)CC1)=C)O 17-(Cyclopropylmethyl)-4,5α-epoxy-6-methylenemorphinan-3,14-diol, hydrochloride salt